[Rh+3].COS(=O)(=O)[O-].C(CCCCCCCCCCCCCCCCC)(=O)OCC[N+](C)(CCO)CCOC(CCCCCCCCCCCCCCCCC)=O.COS(=O)(=O)[O-].COS(=O)(=O)[O-].COS(=O)(=O)[O-] N,N-bis(stearoyl-oxy-ethyl)N-(2-hydroxyethyl)N-methyl-ammonium methyl-sulfate rhodium (III)